COC(CC(C1=CC=C(C=C1)C(F)(F)F)N1[C@@H](CN([C@H](C1)CC)C=1C2=C(N(C(N1)=O)C)C=CC(=N2)C#N)CC)=O 3-((2R,5S)-4-(6-cyano-1-methyl-2-oxo-1,2-dihydropyrido[3,2-d]pyrimidin-4-yl)-2,5-diethylpiperazin-1-yl)-3-(4-(trifluoromethyl)phenyl)propionic acid methyl ester